(S)-N-(6-(4-(2-hydroxypropyl)piperazin-1-yl)-2,2-dimethyl-2,3-dihydrobenzofuran-5-yl)pyrazolo[1,5-a]pyrimidine-3-carboxamide O[C@H](CN1CCN(CC1)C1=CC2=C(CC(O2)(C)C)C=C1NC(=O)C=1C=NN2C1N=CC=C2)C